C1(CCCCC1)[C@H](C)NC=1N=CC2=C(N1)N(C(C=C2)=O)CC 2-{[(1S)-1-Cyclohexylethyl]amino}-8-ethylpyrido[2,3-d]pyrimidin-7(8H)-on